C[C@H]1[C@H](C[C@H](C(N1CC(F)(F)F)=O)NC(=O)C=1OC2=C(C1)C[C@]1(C(NC3=NC=CC=C31)=O)CC2)C2=CC=CC=C2 (R)-N-((3R,5R,6S)-6-Methyl-2-oxo-5-phenyl-1-(2,2,2-trifluoroethyl)piperidin-3-yl)-2'-oxo-1',2',6,7-Tetrahydro-4H-spiro[benzofuran-5,3'-pyrrolo[2,3-b]pyridine]-2-carboxamide